The molecule is a furanocoumarin that is 2,3-dihydrofuro[3,2-c]coumarin substituted by a methoxy group at position 7, methyl groups at positions 2 and 3 (relatively cis configuration) and a 4-methyl-5-(4-methyl-2-furyl)-3(E)-pentenyl moiety at position 2. Isolated from the roots of Ferula fukanensis and Ferula ferulioides, it exhibits inhibitory activity against production of nitric oxide (NO). It has a role as a metabolite and an EC 1.14.13.39 (nitric oxide synthase) inhibitor. It is a furanocoumarin, a sesquiterpenoid, an aromatic ether and a member of furans. C[C@H]1C2=C(C3=C(C=C(C=C3)OC)OC2=O)O[C@]1(C)CC/C=C(\\C)/CC4=CC(=CO4)C